FC(COC=1C(=NC(=NC1OC)N(CC1=CC=C(C=C1)OC)CC1=CC=C(C=C1)OC)OC)F 5-(2,2-difluoroethoxy)-4,6-dimethoxy-N,N-bis[(4-methoxyphenyl)methyl]Pyrimidine-2-amine